C(C)C(C1=CC(=C(C(=C1)C(C)(C)C)O)C(C)(C)C)P(O)(O)=O.C(C)(C)(C)C=1C=C(CP(OCC)(O)=O)C=C(C1O)C(C)(C)C monoethyl 3,5-di-tert-butyl-4-hydroxybenzylphosphonate (monoethyl 3,5-di-tert-butyl-4-hydroxybenzylphosphonate)